COC1=CC=C(C=C1)C1C2C(N(C(CC2OC(CC(=O)OC2C1C(N(C(C2)(C)C)C)(C)C)=O)(C)C)C)(C)C malonic acid [(4-methoxyphenyl)-methylene]-bis(1,2,2,6,6-pentamethyl-4-piperidinyl) ester